N-[4-[5-[2-[[(3S)-5,5-difluoro-3-piperidyl]amino]pyrimidin-4-yl]-2-methyl-thiazol-4-yl]oxy-2-fluoro-5-methyl-phenyl]-1,1-difluoro-methanesulfonamide FC1(C[C@@H](CNC1)NC1=NC=CC(=N1)C1=C(N=C(S1)C)OC1=CC(=C(C=C1C)NS(=O)(=O)C(F)F)F)F